1-(4-(benzyloxy)-2-hydroxy-6-methoxyphenyl)ethan-1-one C(C1=CC=CC=C1)OC1=CC(=C(C(=C1)OC)C(C)=O)O